2,6-Dichloro-N-[1-(3-chloro-4-methylphenyl)-1H-indazol-4-yl]-3-{[(2,2-dimethylpropionyl)amino]methyl}benzamide ClC1=C(C(=O)NC2=C3C=NN(C3=CC=C2)C2=CC(=C(C=C2)C)Cl)C(=CC=C1CNC(C(C)(C)C)=O)Cl